N1(C=NC2=C1C=CC=C2)[C@H]([C@H](C)C=2N(C(C(=C(N2)C(=O)NC=2C=NOC2)O)=O)C)C2=C(C=CC=C2)Cl 2-((1r,2s)-1-(1H-benzo[d]imidazol-1-yl)-1-(2-chlorophenyl)propan-2-yl)-5-hydroxy-N-(isoxazol-4-yl)-1-methyl-6-oxo-1,6-dihydropyrimidine-4-carboxamide